N1=C(N=C(C=C1)N)N (E)-2,4-pyrimidinediamine